octyloxyethyl acrylate C(C=C)(=O)OCCOCCCCCCCC